CC(C)(C)[S@@](=O)NCC1=CC(=C(C=C1)C)OCC(F)(F)F |r| (±)-2-methyl-N-(4-methyl-3-(2,2,2-trifluoroethoxy)benzyl)propane-2-sulfinamide